3-benzyloxy-1-(2,5-difluoro-4-pyridyl)propan-1-ol C(C1=CC=CC=C1)OCCC(O)C1=CC(=NC=C1F)F